FC(COC1=CN=CC2=CC=C(C=C12)[C@@H]1[C@H](C1)C=1C=2N(N=C(C1)C=1C(NC(NC1)=O)=O)C=CN2)(F)F 5-(8-((1S,2S)-2-(4-(2,2,2-trifluoroethoxy)isoquinolin-6-yl)cyclopropyl)imidazo[1,2-b]pyridazin-6-yl)pyrimidine-2,4(1H,3H)-dione